C(C=C)C1=CCCCCCCCC1 allyl-cyclodecene